ClC1=CC(=C(COC2=CC=CC(=N2)C2CCN(CC2)CC2=NC3=C(N2CC2=NNC(=N2)C2CC2)C=C(C=C3)C(=O)O)C=C1)F 2-[(4-{6-[(4-chloro-2-fluorobenzyl)oxy]pyridin-2-yl}piperidin-1-yl)methyl]-1-[(5-cyclopropyl-1H-1,2,4-triazol-3-yl)methyl]-1H-benzimidazole-6-carboxylic acid